3-methylbenzenesulfonamide CC=1C=C(C=CC1)S(=O)(=O)N